BrC1=CC=C(C=N1)O 6-bromopyridin-3-ol